C(C)(C)NC(O[C@H]1C[C@H](CC1)C1=CC(=NN1)NC(=O)C1=CC(=NN1C)OCC1=C(C(=CC=C1)O)C=O)=O (1R,3S)-3-(3-(3-((2-formyl-3-hydroxybenzyl)oxy)-1-methyl-1H-pyrazole-5-carboxamido)-1H-pyrazol-5-yl)cyclopentyl isopropylcarbamate